(S)-2-amino-3-(2-fluorophenyl)-2-methylpropanoic acid N[C@](C(=O)O)(CC1=C(C=CC=C1)F)C